FC=1C=CC(=NC1)CCO 2-(5-fluoropyridin-2-yl)ethane-1-ol